7-Chloro-1-(2-cyclobutyl-6-(methylsulfonyl)phenyl)-6-fluoropyrido[2,3-d]pyrimidine ClC=1C(=CC2=C(N(CN=C2)C2=C(C=CC=C2S(=O)(=O)C)C2CCC2)N1)F